ClC1=CC=C(C=N1)C1=C(C(=CC=C1)N)N (6-chloro-3-pyridyl)benzene-1,2-diamine